CC/1(CN(CC\C1=C/C#CC1=CC(=CC=C1)C(F)(F)F)C(=O)OCC)C ethyl (4E)-3,3-dimethyl-4-{3-[3-(trifluoromethyl)phenyl] prop-2-yn-1-ylidene}piperidine-1-carboxylate